5-(4-Methyl-piperazin-1-ylmethyl)-furan-2-carboxylic acid [(R)-7-(4-methoxy-benzyloxy)-2,3-dihydro-benzo[1,4]dioxin-2-ylmethyl]-amide COC1=CC=C(COC=2C=CC3=C(O[C@@H](CO3)CNC(=O)C=3OC(=CC3)CN3CCN(CC3)C)C2)C=C1